(5-methoxy-1-triisopropylsilyl-pyrrolo[2,3-b]pyridin-4-yl)-(4-piperidyl)methanone COC=1C(=C2C(=NC1)N(C=C2)[Si](C(C)C)(C(C)C)C(C)C)C(=O)C2CCNCC2